[Si](C)(C)(C(C)(C)C)OCC(COC1=C(C=CC(=C1F)F)[C@H]1[C@@H](O[C@]([C@H]1C)(C(F)(F)F)C)C(=O)NC1=CC(=NC=C1)C(=O)N)COC 4-((2R,3S,4S,5R)-3-(2-(3-((tert-butyldimethylsilyl)oxy)-2-(methoxymethyl)propoxy)-3,4-difluorophenyl)-4,5-dimethyl-5-(trifluoromethyl)tetrahydrofuran-2-carboxamido)picolinamide